BrC1=CC(N(C=C1F)[2H])=O 4-bromo-5-fluoro-1H-pyridin-2-one-d